COCC[C@@H](C(=O)NC1=NC=CC(=C1)C1=C(C2=NC=CC=C2N1)C1=NC=CC=C1)C1=CC=CC=C1 |r| (2RS)-4-Methoxy-2-phenyl-N-(4-(3-(pyridin-2-yl)-1H-pyrrolo[3,2-b]pyridin-2-yl)pyridin-2-yl)butanamid